(S)-N-(3-(3'-Chloro-6-methoxy-5-((((5-oxopyrrolidin-2-yl)methyl)amino)methyl)-[2,4'-bipyridin]-2'-yl)-2-methoxyphenyl)-5-(((2-hydroxyethyl)amino)methyl)-4-methoxypicolinamide ClC=1C(=NC=CC1C1=NC(=C(C=C1)CNC[C@H]1NC(CC1)=O)OC)C=1C(=C(C=CC1)NC(C1=NC=C(C(=C1)OC)CNCCO)=O)OC